methyl 1-(4-chloro-3-fluorophenyl)-3-ethyl-3-methyl-2,3-dihydro-1H-pyrrolo[3,2-b]pyridine-5-carboxylate ClC1=C(C=C(C=C1)N1CC(C2=NC(=CC=C21)C(=O)OC)(C)CC)F